C(#N)C=1C=C2C(=NC1)N(N=C2N2CC(CC2)C(C(=O)N)=C)C2=CC=C(C=C2)C(F)(F)F (1-(5-cyano-1-(4-(trifluoromethyl)phenyl)-1H-pyrazolo[3,4-b]pyridin-3-yl)pyrrolidin-3-yl)acrylamide